The molecule is a glycosyl alditol that is D-glucitol in which the hydroxy groups at positions 3 and 4 have been converted to the corresponding 6-deoxy-alpha-L-galactopyranoside (also known as alpha-L-fucoside) and beta-D-galactopyranoside, respectively. It is a galactoside and a glycosyl alditol. It derives from a D-glucitol. C[C@H]1[C@H]([C@H]([C@@H]([C@@H](O1)O[C@H]([C@H](CO)O)[C@@H]([C@@H](CO)O)O[C@H]2[C@@H]([C@H]([C@H]([C@H](O2)CO)O)O)O)O)O)O